ClC1=NC(=CC2=C1C=NN2C2=CC(=CC=C2)OC)Cl 4,6-dichloro-1-(3-methoxyphenyl)-1H-pyrazolo[4,3-c]pyridine